3,6-di-p-tolyl-1-vinylnaphthalene C1(=CC=C(C=C1)C=1C=C(C2=CC=C(C=C2C1)C1=CC=C(C=C1)C)C=C)C